4,12-diethyl-1,7,9,15-tetraoxa-4,12-diaza-8-stannaspiro[7.7]pentadecane C(C)N1CCO[Sn]2(OCC1)OCCN(CCO2)CC